octadecyl-disulfoethyl-amine C(CCCCCCCCCCCCCCCCC)NCC(S(=O)(=O)O)S(=O)(=O)O